1-(4-chlorophenyl)-2-(thiophene-2-yl)ethane-1-one ClC1=CC=C(C=C1)C(CC=1SC=CC1)=O